N-{4-[(2-acetamidopyridin-4-yl)ethynyl]-6-(cyclopropylmethoxy)pyrimidin-5-yl}-2,2,2-trifluoroacetamide C(C)(=O)NC1=NC=CC(=C1)C#CC1=NC=NC(=C1NC(C(F)(F)F)=O)OCC1CC1